(2R,4R)-1-(3-chloro-2-fluorobenzyl)-4-((3'-fluoro-6'-((5-methyl-1H-pyrazol-3-yl)amino)-[2,4'-bipyridyl]-2'-yl)methyl)-2-methylpiperidine-4-carboxylic acid ClC=1C(=C(CN2[C@@H](C[C@@](CC2)(C(=O)O)CC2=NC(=CC(=C2F)C2=NC=CC=C2)NC2=NNC(=C2)C)C)C=CC1)F